FC1=C2C(=NC(=NC2=C(C(=C1F)N1CCC(CC1)F)F)C)N 5,6,8-trifluoro-7-(4-fluoropiperidin-1-yl)-2-methylquinazolin-4-amine